(5'S,7a'R)-5'-(2-fluorophenyl)-1-(phenylsulfonyl)tetra-hydro-3'H-spiro[azetidine-3,2'-pyrrolo[2,1-b][1,3]oxazol]-3'-one FC1=C(C=CC=C1)[C@@H]1CC[C@H]2OC3(C(N21)=O)CN(C3)S(=O)(=O)C3=CC=CC=C3